C1(CC1)OC=1C=C2C(=CC=NC2=CC1)CCNC(C)=O N-(2-(6-Cyclopropyloxyquinolin-4-yl)ethyl)acetamide